12,15-Dihydroxyhexacosanoic acid OC(CCCCCCCCCCC(=O)O)CCC(CCCCCCCCCCC)O